FC=1C=C(C=CC1F)[C@@]1(CN2[C@H](CO1)CN(CC2)C(=O)C2=C(C(=CC=C2)C=2C(=NNC2)F)Cl)O [(3R,9aS)-3-(3,4-Difluorophenyl)-3-hydroxy-1,4,6,7,9,9a-hexahydropyrazino[2,1-c][1,4]oxazin-8-yl]-[2-chloro-3-(3-fluoro-1H-pyrazol-4-yl)phenyl]methanon